C1=CC=CC=2C3=CC=CC=C3C(C12)COC(=O)N[C@@H](CC(=O)O)C(N1[C@@H](CCC1)C(=O)OC(C)(C)C1=CC=CC=C1)=O (S)-3-((((9H-fluoren-9-yl)methoxy)carbonyl)amino)-4-oxo-4-((S)-2-(((2-phenylpropan-2-yl)oxy)carbonyl)pyrrolidine-1-yl)butanoic acid